N[C@@H](C(C)C)C(=O)OC([C@@H](N)[C@@H](C)CC)=O L-isoleucine-L-valine anhydride